C(C1=CC=CC=C1)N1CCC(CC1)CCNC(=O)C=1OC(=CC1)Br N-(2-(1-benzylpiperidin-4-yl)ethyl)-5-bromofuran-2-carboxamide